ClC1=C(COC2=CC=CC(=N2)[C@@]23CCN(C[C@H]3C2)CC2=NC3=C(N2C[C@@H]2OCC2)C=C(C=C3)C(=O)O)C=CC(=C1)Cl 2-(((1S,6R)-6-(6-((2,4-dichlorobenzyl)oxy)pyridin-2-yl)-3-azabicyclo[4.1.0]heptan-3-yl)methyl)-1-(((R)-oxetan-2-yl)methyl)-1H-benzo[d]imidazole-6-carboxylic acid